FC1=CC=C2C=C(C=NC2=C1F)C=1SC(CC(N1)CC=1C=NC(=CC1)F)(C)C 2-(7,8-difluoro-3-quinolinyl)-4-[(6-fluoro-3-pyridinyl)methyl]6,6-dimethyl-4,5-dihydro-1,3-thiazine